C(C)(C)(C)OC(NC12CC(C1)(C2)C(N(C)OC)=O)=O {3-[methoxy(methyl)carbamoyl]bicyclo[1.1.1]pentan-1-yl}carbamic acid tert-butyl ester